C(C)N=C=NCCCN(C)C 1-Ethyl-3-(3-dimethylamino-propyl)carbodiimide